COC(=O)C1=NSC(=N1)NC(C1=CC=CC=C1)=O 5-((benzoyl)amino)-1,2,4-thiadiazole-3-carboxylic acid methyl ester